ClC1=NC=CC(=N1)C1=CCC(CC1)CCO 2-(4-(2-Chloropyrimidin-4-yl)cyclohex-3-en-1-yl)ethan-1-ol